ClC1=CC=C(C(=N1)C(=O)O)N[C@H](C)C=1C=C(C=C2C(C=C(OC12)C1=CC2=CN(N=C2C=C1)C)=O)C(F)(F)F 6-Chloro-3-[[(1R)-1-[2-(2-methylindazol-5-yl)-4-oxo-6-(trifluoromethyl)chromen-8-yl]ethyl]amino]pyridine-2-carboxylic acid